O([C@H]1[C@H](O)[C@@H](O)[C@H](O)[C@H](O1)CO)C1=CC=C(C=C1)[N+](=O)[O-] 4-nitrophenyl β-glucopyranoside